FC(F)(F)C1C(CCC(C1)N)(C1CCC(CC1)N)C(F)(F)F bis(trifluoromethyl)-4,4'-diaminobicyclohexane